C(C)(C)(C)OC(=O)N1CCN(CC1)C=1C=NC(=CC1)OC(F)F 4-(6-(Difluoromethoxy)pyridin-3-yl)piperazine-1-carboxylic acid tert-butyl ester